(S)-1-(1-(3-chlorophenyl)-2-hydroxyethyl)-3-(1-(2-chloropyrimidin-4-yl)-1H-pyrazol-4-yl)urea ClC=1C=C(C=CC1)[C@@H](CO)NC(=O)NC=1C=NN(C1)C1=NC(=NC=C1)Cl